COC1=C(C(=O)O)C=CC(=N1)C(F)(F)F 2-methoxy-6-trifluoromethyl-nicotinic acid